OC1=CC=C2C(CC(OC2=C1)(C)C1=C(CC(C=C1)(O)C)O)C 4-(7-Hydroxy-2,4-dimethyl-3,4-dihydrochromen-2-yl)-1-methylcyclohexa-3,5-diene-1,3-diol